methyl-1H-pyrrolo[2,3-b]pyridin CN1C=CC=2C1=NC=CC2